C(C)(=O)OC=1C=C2OC3=CC=CCC3=CC2=C(C1)OC(C)=O 1H-xanthene-6,8-diyl diacetate